FC(OC=1C=C(C=CC1)C1=NN2C(=NC=3C=CC=CC3C2=N1)N[C@@H](CCCC)C(=O)N)(F)F {2-[3-(trifluoromethoxy)phenyl][1,2,4]triazolo[1,5-c]quinazolin-5-yl}norleucinamide